C(C1=CC=CC=C1)N1CCN(CC1)CC=1OC2=C(N1)C(C(C1=CC=CC=C12)=O)=O 2-((4-benzylpiperazin-1-yl)methyl)naphtho[2,1-d]oxazole-4,5-dione